C(=O)(OCC1=CC=CC=C1)N[C@@H](C(C)C)C(=O)O carbobenzoxy-L-valine